N1(C=NC=C1)C=1C=NC2=CC=C(C=C2N1)C(=O)C=1C(=C(C=CC1)NC(=O)NC1=CC=C(C=C1)F)F 1-(3-(3-(1H-imidazol-1-yl)quinoxaline-6-carbonyl)-2-fluorophenyl)-3-(4-fluorophenyl)urea